N-[4-(methoxymethyl)phenyl]-7-(1-methylcyclopropyl)-6-(3-morpholinoprop-1-yn-1-yl)-7H-pyrrolo[2,3-d]pyrimidine-5-carboxamide COCC1=CC=C(C=C1)NC(=O)C1=C(N(C=2N=CN=CC21)C2(CC2)C)C#CCN2CCOCC2